2-methyl-4-oxo-4-(((exo)-1,7,7-trimethylbicyclo[2.2.1]heptan-2-yl)oxy)but-2-enoic acid CC(C(=O)O)=CC(OC1C2(CCC(C1)C2(C)C)C)=O